N1=C(C=CC=C1C(=O)N1C[C@H]([C@@H](CC1)C(=O)N1CCC(CC1)(O)CN1C=NC2=C(C1=O)C=CN2C)C2=CC=CC=C2)C2=CC=NC=C2 3-[(1-{[(3R,4R)-1-(2,4'-bipyridin-6-ylcarbonyl)-3-phenylpiperidin-4-yl]carbonyl}-4-hydroxypiperidin-4-yl)methyl]-7-methyl-3,7-dihydro-4H-pyrrolo[2,3-d]pyrimidin-4-one